(4-amino-1,3-dihydrofuro[3,4-c][1,7]naphthyridin-8-yl)-[(3S)-3-(6-methyl-3-pyridinyl)morpholin-4-yl]methanone NC1=NC=2C=NC(=CC2C2=C1COC2)C(=O)N2[C@H](COCC2)C=2C=NC(=CC2)C